2-(7-((2S,5R)-4-(1-(3H-spiro[benzo[b][1,4]dioxine-2,1'-cyclopropan]-7-yl)ethyl)-2,5-dimethylpiperazin-1-yl)-4-methyl-5-oxo-4,5-dihydro-2H-pyrazolo[4,3-b]pyridin-2-yl)acetonitrile C12(CC1)COC1=C(O2)C=C(C=C1)C(C)N1C[C@@H](N(C[C@H]1C)C=1C=2C(N(C(C1)=O)C)=CN(N2)CC#N)C